C1(CCCC1)C(=O)N1CCCC1 1-Cyclopentylformylpyrrolidine